C=CCCCCC Hept-1-en